6-bromo-1-(methyl-d3)-1H-benzo[d]imidazole BrC=1C=CC2=C(N(C=N2)C([2H])([2H])[2H])C1